N1=C(C=CC=C1)C12OCC(CC1)CC2 1-pyridin-2-yl-2-oxa-bicyclo[2.2.2]octane